10-isopropyl-2-methyl-1,6,9,12-tetraoxo-7-(3-ureidopropyl)-2,5,8,11-tetraazahexadecane C(C)(C)C(C(NC(C(NCCN(C=O)C)=O)CCCNC(=O)N)=O)NC(CCCC)=O